[Si](C)(C)(C(C)(C)C)OCC1[C@H](O1)C(=O)[O-] (S)-3-(((tert-butyldimethylsilyl)oxy)methyl)oxirane-2-carboxylate